N1CCC(CCC1)C(=O)O AZEPANE-4-CARBOXYLIC ACID